CC1CCC(CC1)CCCCC 1-Methyl-4-pentylcyclohexan